[1,4]Diazepan-2-amine N1C(CNCCC1)N